FC(OC1=CC=C(C=C1)S(=O)(=O)N1CCC2(CC(CO2)N2CC3(C2)COCCC3)CC1)F 8-((4-(difluoromethoxy)phenyl)sulfonyl)-3-(6-oxa-2-azaspiro[3.5]non-2-yl)-1-oxa-8-azaspiro[4.5]decane